NC1=NN2C(C=C(C=C2)C=2C=C(C(=NC2)C)C(=O)NCC2=CC(=CC=C2)OC(F)(F)F)=N1 5-{2-amino-[1,2,4]triazolo[1,5-a]pyridin-7-yl}-2-methyl-N-{[3-(trifluoro-methoxy)phenyl]methyl}pyridine-3-carboxamide